N6-methyl-amino-deoxyadenosine CNC=1C=2N=CN([C@]3(C[C@H](O)[C@@H](CO)O3)N)C2N=CN1